2-Amino-6-(oxazol-5-yl)-7-oxo-6-phenyl-4,5,6,7-tetrahydrobenzo[b]thiophene-3-carboxamide NC1=C(C2=C(S1)C(C(CC2)(C2=CC=CC=C2)C2=CN=CO2)=O)C(=O)N